(R)-6-fluoro-3-((1-(2-(isoindolin-2-yl)-3,7-dimethyl-4-oxo-4H-pyrido[1,2-a]pyrimidin-9-yl)ethyl)amino)picolinic acid FC1=CC=C(C(=N1)C(=O)O)N[C@H](C)C1=CC(=CN2C1=NC(=C(C2=O)C)N2CC1=CC=CC=C1C2)C